4-{[3-cyano-4-(4-methoxyphenyl)-5-methylthiophen-2-yl]carbamoyl}benzene-1,3-dicarboxylic acid C(#N)C1=C(SC(=C1C1=CC=C(C=C1)OC)C)NC(=O)C1=C(C=C(C=C1)C(=O)O)C(=O)O